C(#N)C=1C=C(C(=O)NC2=NC=C(C=C2)C2(CCC2)C2=NC3=C(N2)C(=CC=C3)CCO)C=CC1 3-Cyano-N-(5-(1-(7-(2-hydroxyethyl)-1H-benzo[d]imidazol-2-yl)cyclobutyl)pyridin-2-yl)benzamid